NC1=NC=CC(=C1Cl)OC1=C(C=C(C=C1)NC(=O)C=1C(N(C=CC1OCC)C1=CC=C(C=C1)F)=O)F N-(4-(2-amino-3-chloropyridin-4-yloxy)-3-fluorophenyl)-4-ethoxy-1-(4-fluorophenyl)-2-oxo-1,2-dihydropyridine-3-carboxamide